BrC1=CC=C(C=N1)N1C[C@H](CCC1)N (3S)-1-(6-bromo-3-pyridinyl)piperidin-3-amine